4-(1-ethylcyclopropane-carbonyl)-3,5-dihydro-2H-pyrido[3,4-f][1,4]oxazepine-9-carbonitrile C(C)C1(CC1)C(=O)N1CCOC2=C(C1)C=NC=C2C#N